ClC=1C(=C(C=CC1)C=O)O 3-chloro-2-hydroxybenzene-1-carbaldehyde